O[C@H]1[C@@H](C2=CC=CC=C2C1)NC(C1=CC=C(C=C1)C1=C2C(=NC=C1)NC=C2C)=O N-[(1R,2R)-2-Hydroxy-2,3-dihydro-1H-inden-1-yl]-4-{3-methyl-1H-pyrrolo[2,3-b]pyridin-4-yl}benzamide